N[C@@H]1C2=CC=CC=C2CC12CCN(CC2)C=2C(NC(=CN2)SC2=C(C(=NC=C2)Cl)Cl)=O (S)-3-(1-amino-1,3-dihydrospiro[indene-2,4'-piperidin]-1'-yl)-6-((2,3-dichloropyridin-4-yl)thio)pyrazin-2(1H)-one